(3S,5R,8R,9S,10S,13R,14S,16S,17R)-16-acetoxy-14-hydroxy-10,13-dimethyl-17-(2-oxo-2H-pyran-5-yl)hexadecahydro-1H-cyclopenta[a]phenanthren-3-yl 4-methylpiperazine-1-carboxylate CN1CCN(CC1)C(=O)O[C@H]1CC[C@@]2([C@H]3CC[C@@]4([C@H]([C@H](C[C@@]4([C@@H]3CC[C@@H]2C1)O)OC(C)=O)C=1C=CC(OC1)=O)C)C